COC=1C=C(C=CC1N1CCC(CC1)C1=C(C(=NO1)C)NC(=O)O[C@H](C)C1=CC=CC=C1)C1(CC1)C(=O)O (R)-1-(3-methoxy-4-(4-(3-methyl-4-(((1-phenylethoxy)carbonyl)amino)isoxazol-5-yl)piperidin-1-yl)phenyl)cyclopropane-1-carboxylic acid